2-bromo-7-(9H-carbazol-9-yl)-9,9-dimethyl-9H-thioxanthene 10,10-dioxide BrC1=CC=2C(C3=CC(=CC=C3S(C2C=C1)(=O)=O)N1C2=CC=CC=C2C=2C=CC=CC12)(C)C